C(C)(C)(C)C1=NN(C=2N(C(C[C@@H](C21)C2=CC=CC=C2)=O)C2=CC=CC=C2)C2=CC=CC=C2 (R)-3-(tert-butyl)-1,4-diphenyl-monophenyl-1,4,5,7-tetrahydro-6H-pyrazolo[3,4-b]pyridin-6-one